2-amino-9-((2R,3R,4S,5R)-4-((tert-butyldimethylsilyl)oxy)-3-hydroxy-5-(((2-sulfido-1,3,2-dithiaphospholan-2-yl)oxy)methyl)tetrahydrofuran-2-yl)-1,9-dihydro-6H-purin-6-one NC=1NC(C=2N=CN(C2N1)[C@@H]1O[C@@H]([C@H]([C@H]1O)O[Si](C)(C)C(C)(C)C)COP1(SCCS1)=S)=O